NC1=NC=C(C2=C1C(=C(N2)C2=CCC1(CCNCC1)CC2)C2=NC=CC=N2)C#N 4-amino-3-(pyrimidin-2-yl)-2-(3-azaspiro[5.5]undec-8-en-9-yl)-1H-pyrrolo[3,2-c]pyridine-7-carbonitrile